N-(2-aminophenyl)-4-(3-(4-(((2-phenylcyclopropyl)amino)methyl)-1H-pyrazol-1-yl)propyl)benzamide TFA salt OC(=O)C(F)(F)F.NC1=C(C=CC=C1)NC(C1=CC=C(C=C1)CCCN1N=CC(=C1)CNC1C(C1)C1=CC=CC=C1)=O